tert-butyl (R)-1-acryloylazetidine-2-carboxylate C(C=C)(=O)N1[C@H](CC1)C(=O)OC(C)(C)C